trihydroxy(sulfanylidene)-λ5-phosphane OP(=S)(O)O